N-nonyl-N'-dodecyl-urea C(CCCCCCCC)NC(=O)NCCCCCCCCCCCC